CN1CC(C1)(C)[C@](O)(C1=CC=C(C=C1)C(C)C)C1=CC(=NC=C1)CC (S)-(1,3-dimethyl-azetidin-3-yl)-(2-ethyl-pyridin-4-yl)-(4-isopropyl-phenyl)-methanol